N-(4b-hydroxy-7-isopropyl-10-oxo-4b,10-dihydro-9bH-indeno[1,2-b]benzofuran-9b-yl)propane-1-sulfonamide 2-methylpropan-2-yl-2,8-diazabicyclo[2.2.2]octane-2-carboxylate CC(C)(C)OC(=O)N1C2CCC(C1)NC2.OC21OC3=C(C2(C(C2=CC=CC=C21)=O)NS(=O)(=O)CCC)C=CC(=C3)C(C)C